tert-butyl (S)-4-(4-(2-(4-(4-chlorophenyl)-2,3,9-trimethyl-6H-thieno[3,2-f][1,2,4]triazolo[4,3-a][1,4]diazepin-6-yl)acetamido)butanamido)butanoate ClC1=CC=C(C=C1)C1=N[C@H](C=2N(C3=C1C(=C(S3)C)C)C(=NN2)C)CC(=O)NCCCC(=O)NCCCC(=O)OC(C)(C)C